C(C)SC=1C=C(C=NC1C=1C=C2CCC(N(C2=CN1)CC(F)(F)F)=O)C1(CC1)C#N 1-[5-ethylsulfanyl-6-[2-oxo-1-(2,2,2-trifluoroethyl)-3,4-dihydro-1,7-naphthyridin-6-yl]-3-pyridyl]cyclopropanecarbonitrile